FC1=CC=C(C=C1)N1N=CC=2C1=NC(=NC2NC(=O)C=2SC(=CC2)[N+](=O)[O-])C=2C=NC(=CC2)F N-(1-(4-fluorophenyl)-6-(6-fluoropyridin-3-yl)-1H-pyrazolo[3,4-d]pyrimidin-4-yl)-5-nitrothiophene-2-carboxamide